COC(C1=C(C=C(C=C1F)C=1NC(=CC1)C=1C=C2C(=CC(OC2=CC1)(C)C)C1=CC=C(C=C1)C)F)=O 4-(5-(2,2-dimethyl-4-(p-tolyl)-2H-chromen-6-yl)-1H-pyrrol-2-yl)-2,6-difluorobenzoic acid methyl ester